2-(2-((5-(1-aminoisoquinolin-7-yl)-1'-(ethoxycarbonyl)-2,3-dihydrospiro[inden-1,4'-piperidin]-3-yl)oxy)phenyl)acetic acid NC1=NC=CC2=CC=C(C=C12)C=1C=C2C(CC3(CCN(CC3)C(=O)OCC)C2=CC1)OC1=C(C=CC=C1)CC(=O)O